2-indanylglycine C1C(CC2=CC=CC=C21)NCC(=O)O